FC=1C=CC=C2C=C(C=NC12)NC(OC1=CC=C(C=C1)F)=O 4-fluorophenyl (8-fluoroquinolin-3-yl)carbamate